(1S,3S,5S,6S)-2-{[(9H-fluoren-9-yl)methoxy]carbonyl}-6-(trifluoromethyl)-2-azabicyclo[3.1.0]hexane-3-carboxylic acid C1=CC=CC=2C3=CC=CC=C3C(C12)COC(=O)N1[C@@H]2[C@H]([C@@H]2C[C@H]1C(=O)O)C(F)(F)F